5-(5-(4-formylnaphthalen-1-yl)-1,2,4-oxadiazol-3-yl)-2-isopropoxy-benzonitrile C(=O)C1=CC=C(C2=CC=CC=C12)C1=NC(=NO1)C=1C=CC(=C(C#N)C1)OC(C)C